CC(C[C@H](N)C(=O)O)C(=O)O γ-methyl-L-glutamic acid